CC(C)C(OC(=O)Cl)Cl 1-chloro-2-methylpropylchloroformate